cyclohexyl(2-{4-[6-(1-methyl-1H-pyrazol-4-yl)pyrazolo[1,5-a]pyridin-3-yl]piperazin-1-yl}pyrimidin-5-yl)methanone C1(CCCCC1)C(=O)C=1C=NC(=NC1)N1CCN(CC1)C=1C=NN2C1C=CC(=C2)C=2C=NN(C2)C